N-[4-fluoro-5-[2-(4-hydroxy-4-methylpiperidin-1-yl)pyrimidin-5-yl]-2-[(3R,5S)-3,4,5-trimethylpiperazin-1-yl]phenyl]-6-oxo-4-(trifluoromethyl)-1H-pyridine-3-carboxamide FC1=CC(=C(C=C1C=1C=NC(=NC1)N1CCC(CC1)(C)O)NC(=O)C1=CNC(C=C1C(F)(F)F)=O)N1C[C@H](N([C@H](C1)C)C)C